NC1=C(C=C(C=C1F)F)S 2-amino-3,5-difluoro-benzenethiol